N1=C(C=CC=C1)C1=NC=CC=C1 2,2'-bi-pyridine